rac-3-((2R,5S)-5-methylpiperidin-2-yl)Benzenesulfonamide C[C@H]1CC[C@@H](NC1)C=1C=C(C=CC1)S(=O)(=O)N |r|